NCCOCCOCCNS(=O)(=O)C1=C(C=C(O[C@@H]2[C@H](CC3=C(C=C(C=C23)Cl)Cl)N2C[C@@H](CCC2)NC(OC(C)(C)C)=O)C=C1)Cl tert-butyl [(R)-1-[(1S,2S)-1-(4-[N-(2-[2-(2-aminoethoxy)ethoxy]ethyl)sulfamoyl]-3-chlorophenoxy)-4,6-dichloro-2,3-dihydro-1H-inden-2-yl]piperidin-3-yl]carbamate